(R)-1-(5-methylfuran-2-yl)propan-1-amine CC1=CC=C(O1)[C@@H](CC)N